tert-butyl (S)-((3'-chloro-2'-(2-chloro-3-(5-vinylthiazole-2-carboxamido)phenyl)-6-methoxy-[2,4'-bipyridin]-5-yl)methyl)((5-oxopyrrolidin-2-yl)methyl)carbamate ClC=1C(=NC=CC1C1=NC(=C(C=C1)CN(C(OC(C)(C)C)=O)C[C@H]1NC(CC1)=O)OC)C1=C(C(=CC=C1)NC(=O)C=1SC(=CN1)C=C)Cl